CN1C2=C(N(C(C1=O)=O)C1CCN(CC1)CC1=CC=C(C=C1)OC(F)(F)F)N=CC(=C2)C=2C=NN(C2)C 1-methyl-7-(1-methyl-1H-pyrazol-4-yl)-4-(1-(4-(trifluoromethoxy)benzyl)piperidin-4-yl)-1,4-dihydropyrido[2,3-b]pyrazine-2,3-dione